O=C1NC(CCC1OC=1C=C(C=CC1)N1CCC(CC1)CN1CCN(CC1)CC1=CC=C(C=C1)NC1=NC=CC(=N1)C1=CC(=C(CNC(=O)N2CC(C2)OC(C)C)C=C1)C)=O N-(4-(2-((4-((4-((1-(3-((2,6-dioxopiperidin-3-yl)oxy)phenyl)piperidin-4-yl)methyl)piperazin-1-yl)methyl)phenyl)amino)pyrimidin-4-yl)-2-methylbenzyl)-3-isopropoxyazetidine-1-carboxamide